C(C)(C)(C)OC(=O)N1C(OC[C@H]1C(CP(OC)(OC)=O)=O)(C)C dimethyl 2-((S)-3-(t-butoxycarbonyl)-2,2-dimethyloxazolidin-4-yl)-2-oxoethylphosphonate